2,6-bis(2,3,4-trihydroxybenzyl)-3,5-dimethyl-phenol OC1=C(CC2=C(C(=C(C=C2C)C)CC2=C(C(=C(C=C2)O)O)O)O)C=CC(=C1O)O